(Z)-1-(4-amino-2-fluoro-but-2-en-1-yl)-4-(pyridin-3-yl)-1H-benzo[d]imidazole-6-carbonitrile NC\C=C(\CN1C=NC2=C1C=C(C=C2C=2C=NC=CC2)C#N)/F